N-phenylmaleimide Imine C1(=CC=CC=C1)N1C(C=CC1=O)=N